2-(4-(N-t-butylformamido)phenyl)-7-azaindole C(C)(C)(C)N(C=O)C1=CC=C(C=C1)C=1NC2=NC=CC=C2C1